tert-butyl (S)-3-((5-(4-(trifluoromethyl)phenyl)pyrido[2,3-d]pyridazin-8-yl)amino)pyrrolidine-1-carboxylate FC(C1=CC=C(C=C1)C1=C2C(=C(N=N1)N[C@@H]1CN(CC1)C(=O)OC(C)(C)C)N=CC=C2)(F)F